[Si](C)(C)(C(C)(C)C)O[C@H]1CCO[C@@H]1C(C)O (2R,4S,5R)-4-((tert-butyldimethylsilyl)oxy)-5-(1-hydroxyethyl)tetrahydrofuran